5-bromo-2-(1-(fluoromethyl)-2-oxabicyclo[2.1.1]hex-4-yl)-6-isopropoxy-2H-indazole BrC1=CC2=CN(N=C2C=C1OC(C)C)C12COC(C1)(C2)CF